N-(3-Oxo-2-((1S,3R)-3-((5-(piperidin-1-yl)-6-(1H-pyrazol-4-yl)-[1,2,4]triazolo[1,5-a]pyridin-2-yl)amino)cyclohexyl)isoindolin-5-yl)acrylamide O=C1N(CC2=CC=C(C=C12)NC(C=C)=O)[C@@H]1C[C@@H](CCC1)NC1=NN2C(C=CC(=C2N2CCCCC2)C=2C=NNC2)=N1